CN(C)CC1=C(C=CC=C1)[Se][Se]C1=C(C=CC=C1)CN(C)C (2-(2-(2-((dimethylamino)methyl)phenyl)diselanyl)phenyl)-N,N-dimethylmethanamine